tert-butyl 3-(2-(methylphenyloxy)ethyl)imidazolidine-1-carboxylate CC1=C(C=CC=C1)OCCN1CN(CC1)C(=O)OC(C)(C)C